(+/-)-2-butanol CCC(C)O